N-((1s,3s)-3-((5-(1-(2,2-difluoroethyl)-2-methyl-1H-benzo[d]imidazol-6-yl)pyrrolo[2,1-f][1,2,4]triazin-2-yl)amino)-1-methylcyclobutyl)acetamide FC(CN1C(=NC2=C1C=C(C=C2)C=2C=CN1N=C(N=CC12)NC1CC(C1)(C)NC(C)=O)C)F